(R)-2-(6-(2-(2-fluoro-3-(trifluoromethoxy)benzyl)-2H-tetrazol-5-yl)pyridin-2-yl)-2-hydroxy-propane-1-sulfonamide FC1=C(CN2N=C(N=N2)C2=CC=CC(=N2)[C@@](CS(=O)(=O)N)(C)O)C=CC=C1OC(F)(F)F